C1=CC=CC=2C3=CC=CC=C3C(C12)COC(=O)N[C@H](C(=O)OC)CC1=CC(=C(C=C1)O)OC methyl (S)-2-((((9H-fluoren-9-yl)methoxy)carbonyl)amino)-3-(4-hydroxy-3-methoxyphenyl)propanoate